ClC1=C(C([O-])=NO)C(=CC=C1)Cl 2,6-dichloro-N-hydroxybenzimidate